C1=CC=CC=2C3=CC=CC=C3N(C12)CC(C)O 3-(9H-carbazol-9-yl)propan-2-ol